FC(C=1C=C(C(=O)NCC(=O)O)C=CC1)(F)F (3-(trifluoromethyl)benzoyl)glycine